OCCOC1=C(C(=NC=C1)C(C)C)C1(C2=C(NC(N1)=O)N=CC=C2)OC(=O)N2C(CNC(C2)C)C 4-(2-hydroxyethoxy-2-isopropylpyridin-3-yl)-2-oxo-1,2-dihydropyrido[2,3-d]pyrimidin-4-yl-2,5-dimethylpiperazine-1-carboxylate